4-((4-Methoxycyclohexyl)amino)-2-oxo-1,2-dihydropyridine-3-carboxylic acid COC1CCC(CC1)NC1=C(C(NC=C1)=O)C(=O)O